benzyl N4-(tert-butoxy)-N2-(tert-butoxycarbonyl)-L-asparaginate C(C)(C)(C)ONC(C[C@H](NC(=O)OC(C)(C)C)C(=O)OCC1=CC=CC=C1)=O